racemic-ethyl 2-chloro-3-carbonyl-3-phenylpropionate Cl[C@@H](C(=O)OCC)C(C1=CC=CC=C1)=C=O |r|